C(C)(C)(C)OC(=O)N1CC2=CC=C(C=C2CC1)C1=NC(=C(C2=C1C=CS2)C2=C(C=C(C=C2)F)OCCOC)OC 6-[7-[4-fluoro-2-(2-methoxyethoxy)phenyl]-6-methoxy-thieno[3,2-c]pyridin-4-yl]-3,4-dihydro-1H-isoquinoline-2-carboxylic acid tert-butyl ester